[N+](=O)([O-])C=1C=NC=CC1N1CCN(CC1)C(=O)[O-] 4-(3-nitropyridin-4-yl)piperazine-1-carboxylate